3-(5-phenoxy-2-pyridyl)azetidin-3-ol O(C1=CC=CC=C1)C=1C=CC(=NC1)C1(CNC1)O